sodium diaminophenolate NC=1C(=C(C=CC1)[O-])N.[Na+]